(E)-2-(3,7-dimethylocta-2,6-dien-1-yl)-5-methylbenzene-1,3-diol C\C(=C/CC1=C(C=C(C=C1O)C)O)\CCC=C(C)C